C1=CC=CC=2C3=CC=CC=C3N(C12)C=1C(=C(C=C(C1)C)C1=C(C=CC=C1)C1=NC(=CC=C1)C1=C(C=CC=C1)C1=C(C(=CC(=C1)C)N1C2=CC=CC=C2C=2C=CC=CC12)OC)OC 2,6-bis(3'-(9H-carbazol-9-yl)-2'-methoxy-5'-methyl-[1,1'-biphenyl]-2-yl)pyridine